8-chloro-2-(difluoromethyl)-4-(8-fluoro-3-quinolyl)-2-methyl-1,3-benzothiazine ClC1=CC=CC=2C(=NC(SC21)(C)C(F)F)C=2C=NC1=C(C=CC=C1C2)F